6-chloro-2-methyl-imidazo[1,2-b]pyridazin-8-ol ClC=1C=C(C=2N(N1)C=C(N2)C)O